C[C@H](CCCC(C)C)[C@H]1CC[C@H]2[C@@H]3CC[C@H]4C[C@H](CC[C@@]4([C@H]3CC[C@]12C)C)OCCOS(=O)(=O)C1=CC=C(C)C=C1 Toluene-4-sulfonic acid-2-[(3S,5S,8R,9S,10S,13R,14S,17R)-17-((R)-1,5-dimethylhexyl)-10,13-dimethyl-hexadecahydrocyclopenta[a]phenanthrene-3-yloxy]ethyl ester